2-(3-(1-fluoro-1-(4-methyl-4H-1,2,4-triazol-3-yl)propan-2-yl)phenyl)-3-oxo-7-(trifluoromethyl)isoindoline-5-carbaldehyde FC(C(C)C=1C=C(C=CC1)N1CC2=C(C=C(C=C2C1=O)C=O)C(F)(F)F)C1=NN=CN1C